7-[[6-[(cyclopropylmeth-ylamino)meth-yl]-5-tetrahydrofuran-3-yl-2-pyridyl]amino]-4-(7-fluoro-imidazo[1,2-a]pyridin-3-yl)isoindolin-1-one Formic acid salt C(=O)O.C1(CC1)CNCC1=C(C=CC(=N1)NC=1C=CC(=C2CNC(C12)=O)C1=CN=C2N1C=CC(=C2)F)C2COCC2